2-hydroxy-1-(2-hydroxy-4-sulfo-1-naphthylazo)-3-naphthoic acid OC1=C(C2=CC=CC=C2C=C1C(=O)O)N=NC1=C(C=C(C2=CC=CC=C12)S(=O)(=O)O)O